9-octadecenoic acid (Z)-ethyl ester C(C)OC(CCCCCCC\C=C/CCCCCCCC)=O